FC=1C=C(C#N)C=C(C1)CO[C@@H](CO)COCCCCCCCCCCCCCCC (S)-3-fluoro-5-(((1-hydroxy-3-(pentadecyloxy)propan-2-yl)oxy)methyl)benzonitrile